FC=1C=C(C=CC1F)[C@H]1[C@@H](C1)NC=1C2=C(N=C(N1)C1=CC=C(C=C1)F)SC(=C2)C N-((1R,2S)-2-(3,4-difluorophenyl)cyclopropyl)-2-(4-fluorophenyl)-6-methylthieno[2,3-d]pyrimidin-4-amine